OC[C@@H]1N(CCC1)C(=O)OC(C)(C)C tert-butyl (R)-2-(hydroxymethyl)pyrrolidine-1-carboxylate